N1=CC=C(C=C1)C1CCN(CC1)CC=1NC2=CC=CC=C2C1 2-[[4-(4-pyridyl)-1-piperidinyl]methyl]-1H-indole